SC(COCC(COCC(C)S)(COCC(C)S)COCC(C)S)C 1-[3-(2-sulfanylpropoxy)-2,2-bis(2-sulfanylpropoxymethyl)propoxy]propane-2-thiol